COC1CCC(CC1)N1N=C(C(=C1C)[N+](=O)[O-])OC[C@H](CO)C (S)-3-((1-((1r,4S)-4-methoxycyclohexyl)-5-methyl-4-nitro-1H-pyrazol-3-yl)oxy)-2-methylpropan-1-ol